SN(CC)CC mercaptodiethylamine